COC1=C(SC=C1)C=1SC=CC1OC 3,3'-dimethoxy-2,2'-bithiophene